Methyl 1-((2-acetyl-2-azabicyclo[2.1.1]hexan-1-yl)methyl)-2-(4-(6-((4-cyano-2-fluorobenzyl)oxy)pyridin-2-yl)-2,5-difluorobenzyl)-1H-benzo[d]imidazole-6-carboxylate C(C)(=O)N1C2(CC(C1)C2)CN2C(=NC1=C2C=C(C=C1)C(=O)OC)CC1=C(C=C(C(=C1)F)C1=NC(=CC=C1)OCC1=C(C=C(C=C1)C#N)F)F